P(=O)(OOCC(C)C)(OOCCCCCCCCCCCC)[O-] isobutoxy dodecyloxy phosphate